C1=CC=CC=2C3=CC=CC=C3C(C12)CC(=O)N[C@@H](CC1=CC=CC=C1)[C@@H](CNC(C)(C)C1=CC=CC=C1)O 2-(9H-fluoren-9-yl)-N-((2S,3R)-3-hydroxy-1-phenyl-4-((2-phenylpropan-2-yl)amino)-butan-2-yl)acetamide